ClC1=C(C=CC=C1NC=1N=CC=C2C=C(C=NC12)C=O)C1=C(C(=CC=C1)C1=NC(=C(C=C1)C=O)OC)Cl 8-((2,2'-dichloro-3'-(5-formyl-6-methoxypyridin-2-yl)-[1,1'-biphenyl]-3-yl)amino)-1,7-naphthyridine-3-carboxaldehyde